OC1(CC(C1)C=1C=C2C(NN1)=NC=C2C#N)C (3-hydroxy-3-methyl-cyclobutyl)pyrrolo[2,3-c]pyridazine-5-carbonitrile